ClCC(=O)OCCOCCCC 2-Butoxyethyl chloroacetate